CC1=CC(=NN1)NC1=NC=NC2=CC(=CC=C12)OCC=1C=NC=CC1 4-((5-methyl-1H-pyrazol-3-yl)amino)-7-(pyridin-3-ylmethoxy)quinazolin